C(=O)C=1C=CC=2N(C1)C=C(N2)CNC(OC(C)(C)C)=O tert-butyl N-[(6-formylimidazo[1,2-a]pyridin-2-yl)methyl]carbamate